11-Hydroxy-3-iodo-6-methyl-6,11-dihydrodibenzo[c,f][1,2]thiazepine OC1C2=C(N(SC3=C1C=CC(=C3)I)C)C=CC=C2